2-[(3R)-8,8-Dimethyl-3,4,9,10-tetrahydro-2H-pyrano[2,3-h]chromen-3-yl]-5-ethylphenol CC1(CCC=2C(=CC=C3C[C@@H](COC23)C2=C(C=C(C=C2)CC)O)O1)C